NC1=NN2C(C=C(C=C2)C=2C=C(C(=NC2)OC)C(=O)NCC2=CC(=CC=C2)OCC2CC2)=N1 5-{2-amino-[1,2,4]triazolo[1,5-a]pyridin-7-yl}-N-{[3-(cyclopropylmethoxy)phenyl]methyl}-2-methoxypyridine-3-carboxamide